manganese taurate NCCS(=O)(=O)[O-].[Mn+2].NCCS(=O)(=O)[O-]